1-(2-((methylthio)methyl)-4-nitrophenyl)ethan-1-amine CSCC1=C(C=CC(=C1)[N+](=O)[O-])C(C)N